2-Methyl-5-[2-(trifluoromethyl)phenyl]-1H-pyrrole-3-carboxamide CC=1NC(=CC1C(=O)N)C1=C(C=CC=C1)C(F)(F)F